ClC=1C=C(C[C@H]2O[C@H]([C@@H]([C@@]2(O)C)O)N2C=CC3=C2N=CN=C3)C=CC1Cl (2R,3S,4R,5R)-2-(3,4-dichlorobenzyl)-3-methyl-5-(7H-pyrrolo[2,3-d]pyrimidin-7-yl)tetrahydrofuran-3,4-diol